(2S,5R)-5-(2-(benzyloxy)-2-oxoethyl)-1-(3-methoxy-3-oxopropionyl)pyrrolidine-2-carboxylic acid methyl ester COC(=O)[C@H]1N([C@H](CC1)CC(=O)OCC1=CC=CC=C1)C(CC(=O)OC)=O